((2-methoxy-3-(1-methyl-1H-1,2,4-triazol-3-yl)phenyl)amino)-N-methylpyridazine-3-carboxamide COC1=C(C=CC=C1C1=NN(C=N1)C)NC1=C(N=NC=C1)C(=O)NC